3-bromo-1-isopropyl-4-methoxy-7-methyl-1H-pyrazolo[3,4-d]pyridazine BrC1=NN(C2=C(N=NC(=C21)OC)C)C(C)C